FC(C=1C=C(C=C(C1)C(F)(F)F)[C@@H]1[C@@H](N(C(O1)=O)C(\C=C\C1=CN=CC2=CC=CC=C12)=O)C)(F)F (4S,5R)-5-(3,5-bis(trifluoromethyl)phenyl)-3-((E)-3-(isoquinolin-4-yl)acryloyl)-4-methyloxazolidin-2-one